2,3-DIMETHYL-2-(METHYLAMINO)BUTANOIC ACID CC(C(=O)O)(C(C)C)NC